NCCC[NH+](CCCN)C N,N-bis(3-aminopropyl)methyl-ammonium